O(C1=CC=CC=C1)CCCN1C2(C3=CC=CC=C3C1)CCC1(CC2)OCCO1 2''-(3-phenoxypropyl)-2'',3''-dihydrodispiro[[1,3]dioxolane-2,1'-cyclohexane-4',1''-isoindole]